Cl.ClC=1C(=NC(=NC1)NC=1C(=CC(=C(C1)NC(C=C)=O)N(C)CCN(C)C)OC)N1C(NC2=C1C=CC=C2)=O N-(5-(5-chloro-4-(2-oxo-2,3-dihydro-1H-benzo[d]imidazol-1-yl)pyrimidin-2-ylamino)-2-((2-(dimethylamino)ethyl)(methyl)amino)-4-methoxyphenyl)acrylamide hydrochloride